Cyclobutyl-1-(pyridin-4-ylmethyl)-1H-pyrazol-3-amine C1(CCC1)C=1C(=NN(C1)CC1=CC=NC=C1)N